6-(4-(N-(1-phenethylpiperidin-4-yl)propionamido)phenyl)hexanoic acid C(CC1=CC=CC=C1)N1CCC(CC1)N(C(CC)=O)C1=CC=C(C=C1)CCCCCC(=O)O